Sodium 1-(2-(1H-imidazol-1-yl)ethyl)-1H-pyrazole-5-carboxylate N1(C=NC=C1)CCN1N=CC=C1C(=O)[O-].[Na+]